C(CCCCCCCCCCCCC)(=O)NC1=CC=C(C(=O)NCCCC(=O)OC2=CC=CC=3CC(CCC23)N(CCC=2SC=CC2)CCC)C=C1 6-(propyl (2-(thien-2-yl) ethyl) amino)-5,6,7,8-tetrahydronaphthalen-1-yl 4-p-myristamidobenzamidobutyrate